ClC=1C=C(C2=C(NC(=N2)C2=CC=C(C=C2)N(C)C)C1)C [4-(6-Chloro-4-methyl-1H-benzoimidazol-2-yl)-phenyl]-dimethyl-amine